C(C)(C)N1C(=NN=C1)C1=CC=CC(=N1)N1C(N(CC1)C1=CC=C(C=C1)N1C(COCC1)C)=O 1-(6-(4-isopropyl-4H-1,2,4-triazol-3-yl)pyridin-2-yl)-3-(4-(3-methylmorpholino)phenyl)imidazolidin-2-one